2-amino-N7-deazapurine NC1=NC=C2CC=NC2=N1